O=C1N(C(C2=CC=CC=C12)=O)CC(C(C)C)N1CC2(C1)CN(CC2)C=2N=CN=NC2OC2=C(C(=O)N(C(C)C)CC)C=C(C=C2)F 2-((5-(2-(1-(1,3-dioxoisoindolin-2-yl)-3-methylbut-2-yl)-2,6-diazaspiro[3.4]oct-6-yl)-1,2,4-triazin-6-yl)oxy)-N-ethyl-5-fluoro-N-isopropylbenzamide